O[C@@H]1[C@H](CCC1)NC1=NC(=NC=C1C(=O)O)SC 4-((1S,2S)-2-hydroxycyclopentylamino)-2-(methylthio)pyrimidine-5-carboxylic acid